benzyl N-[3-(4-bromophenyl)-1,1-dioxo-thietan-3-yl]carbamate BrC1=CC=C(C=C1)C1(CS(C1)(=O)=O)NC(OCC1=CC=CC=C1)=O